C1(CC1)CN1C=CC=2C1=NC=C(C2)C(C(=O)O)N2C[C@@H](CC2)C(CCCCC2=NC=1NCCCC1C=C2)(F)F 2-(1-(cyclopropylmethyl)-1H-pyrrolo[2,3-b]pyridin-5-yl)-2-((R)-3-(1,1-difluoro-5-(5,6,7,8-tetrahydro-1,8-naphthyridin-2-yl)pentyl)pyrrolidin-1-yl)acetic acid